C1(=CC=CC=C1)[C@@H](C)NC=1C2=C(N=CN1)NC(=C2)C2=CC=C(C=C2)O 4-[(R)-(1-phenyl-ethyl)amino]-6-(4-hydroxy-phenyl)-7H-pyrrolo[2,3-d]pyrimidine